biphenyl 4-[4-(3-hydroxy-propyloxy)benzoyl]cinnamate OCCCOC1=CC=C(C(=O)C2=CC=C(C=CC(=O)O)C=C2)C=C1.C1(=CC=CC=C1)C1=CC=CC=C1